CS(=O)(=O)C1=CC=C(C=C1)C=1C(=CSC1)CN1C(NN=C1)=O 4-({4-[4-(methylsulfonyl)phenyl]thiophen-3-yl}methyl)-2,4-dihydro-3H-1,2,4-triazol-3-one